C1(CC1)N1C=C(C(C2=CC(=C(C=C12)N1CCNCC1)F)=O)C(=O)NCC1=CC=C(C=C1)C 1-cyclopropyl-6-fluoro-N-(4-methylbenzyl)-4-oxo-7-(1-piperazinyl)-1,4-dihydroquinoline-3-carboxamide